[F-].[F-].C[Si](=[Zr+2](C1C(=CC2=C(C=C(C=C12)C(C)C)C(C)C)C)C1C(=CC2=C(C=C(C=C12)C(C)C)C(C)C)C)C dimethylsilandiyl-bis(2-methyl-4,6-diisopropylindenyl)zirconium difluoride